2-(4-(dimethylcarbamoyl)-2'-(trifluoromethyl)-[1,1'-biphenyl]-3-yl)acetic acid CN(C(=O)C1=C(C=C(C=C1)C1=C(C=CC=C1)C(F)(F)F)CC(=O)O)C